Cl.NC[C@H](CO)CC=1C=NN(C1)C |r| (+/-)-2-(aminomethyl)-3-(1-methyl-1H-pyrazol-4-yl)propan-1-ol hydrogen chloride